C(C)(C)(C)OC(COC1=C(SC(=C1Cl)C1=C(C(=CC=C1)NC1CC(N(CC1)S(=O)(=O)CC1=CC(=C(C=C1)F)[N+](=O)[O-])(C)C)F)C(=O)OC(C)(C)C)=O tert-butyl 3-(2-(tert-butoxy)-2-oxoethoxy)-4-chloro-5-(2-fluoro-3-((1-((4-fluoro-3-nitrobenzyl)sulfonyl)-2,2-dimethylpiperidin-4-yl)amino)phenyl)thiophene-2-carboxylate